5-(dimethylphosphoryl)quinoxaline CP(=O)(C)C1=C2N=CC=NC2=CC=C1